2-(2,6-dioxopiperidin-3-yl)-4-(4-((4-hydroxy-4-(pyridin-2-yl)piperidin-1-yl)methyl)benzylamino)isoindoline-1,3-dione O=C1NC(CCC1N1C(C2=CC=CC(=C2C1=O)NCC1=CC=C(C=C1)CN1CCC(CC1)(C1=NC=CC=C1)O)=O)=O